C(C1=CC=CC=C1)N1CCC(CC1)OC1CC(C1)O 3-[(1-benzyl-4-piperidyl)oxy]cyclobutanol